COC1=CC=C(C=C1)C=1N=C(OC1)N1CCC(CC1)C(=O)O 1-(4-(4-methoxyphenyl)oxazol-2-yl)piperidine-4-carboxylic acid